Perfluoroamyl-acetic acid-N,N-diethylaminopropyl ester C(C)N(CC)CCCOC(C(C(C(C(C(C(F)(F)F)(F)F)(F)F)(F)F)(F)F)(F)F)=O